4-([1,1'-biphenyl]-3-yl)-2-chloropyrimidine C1(=CC(=CC=C1)C1=NC(=NC=C1)Cl)C1=CC=CC=C1